(3S,11aR)-7-((4-((2-chloropyridin-4-yl)oxy)-3,5-difluorobenzyl)oxy)-3,4-dihydro-1H,9H,11H-3,11a-methanopyrimido[6',1':2,3]imidazo[5,1-c][1,4]oxazin-9-one ClC1=NC=CC(=C1)OC1=C(C=C(COC2=NC(N3C(N4[C@@]5(CO[C@H](C4)C5)C3)=C2)=O)C=C1F)F